ClC1=NC=CC(=N1)C1=C(N=C(S1)C1=CC=C(C=C1)N1CCN(CC1)C(=O)OC(C)(C)C)C1=C(C(=CC=C1)NC(=O)OCC=C)F tert-butyl 4-{4-[5-(2-chloropyrimidin-4-yl)-4-(2-fluoro-3-{[(prop-2-en-1-yloxy)carbonyl]amino}phenyl)-1,3-thiazol-2-yl]phenyl}piperazine-1-carboxylate